C(=C)OB([O-])C1=CC=CC=C1.[Na+] sodium vinylphenylboronate